3-(6,7-dicyano-3-(1H-imidazol-1-yl)-5-methoxy-1-methyl-1H-indol-2-yl)-N,N-dimethyl-1H-1,2,4-triazole-5-carboxamide C(#N)C1=C(C=C2C(=C(N(C2=C1C#N)C)C1=NNC(=N1)C(=O)N(C)C)N1C=NC=C1)OC